(S)-2-(3-Chloro-4-methylthiophen-2-carboxamido)-N1-(1-(2-(2-adamantylamino)-2-oxoethyl)-2-oxo-1,2-dihydropyridin-3-yl)-N6-methyl-5-oxohexandiamid ClC1=C(SC=C1C)C(=O)N[C@H](C(=O)NC=1C(N(C=CC1)CC(=O)NC1C2CC3CC(CC1C3)C2)=O)CCC(C(=O)NC)=O